O1CCOC12CC=CCC2 1,4-dioxaspiro[4.5]dec-7-en